(R)-5-amino-N-(1-(pyrimidin-2-yl)ethyl)-N-((5-(trifluoromethyl)pyridin-2-yl)methyl)tetrazolo[1,5-c]quinazoline-9-carboxamide NC1=NC=2C=CC(=CC2C=2N1N=NN2)C(=O)N(CC2=NC=C(C=C2)C(F)(F)F)[C@H](C)C2=NC=CC=N2